N-(β-aminoethyl)-γ-aminopropylmethyldiethoxysilane NCCNCCC[Si](OCC)(OCC)C